Dioctyltin sulphide C(CCCCCCC)[Sn](CCCCCCCC)=S